ClC=1C=C2CCNCC2=CC1 6-Chloro-1,2,3,4-tetrahydroisoquinoline